(4-(4-(benzo[d]thiazol-7-yl)phenyl)piperidin-1-yl)(2-ethynylthiazol-4-yl)methanone S1C=NC2=C1C(=CC=C2)C2=CC=C(C=C2)C2CCN(CC2)C(=O)C=2N=C(SC2)C#C